(rac)-3-{[1-(2,6-dichlorophenyl)ethyl]oxy}-5-(4,4,5,5-tetramethyl-1,3,2-dioxaborolan-2-yl)pyridin-2-amine ClC1=C(C(=CC=C1)Cl)[C@@H](C)OC=1C(=NC=C(C1)B1OC(C(O1)(C)C)(C)C)N |r|